3-[4-methylpiperazin-1-yl]-1-[4-(pyridazin-3-yl)phenyl]pyrazin-2(1H)-one CN1CCN(CC1)C=1C(N(C=CN1)C1=CC=C(C=C1)C=1N=NC=CC1)=O